ON1N=NC(=C1)C(=O)OCC ethyl 1-hydroxyl-1H-1,2,3-triazole-4-carboxylate